C(C)(C)(C)OC(=O)NCCCC[C@H](NC(CCOCCOCCOCCC(OC)=O)=O)C(NCCOCCOCCOCCC(=O)O)=O (S)-17-(4-((tert-butoxycarbonyl)amino)butyl)-3,15,18-trioxo-2,6,9,12,22,25,28-heptaoxa-16,19-diazahentriacontan-31-oic acid